3-Mercaptohexylbutyrat SC(CCOC(CCC)=O)CCC